6-(4-isopropyl-4H-1,2,4-triazol-3-yl)pyridin-2-amine C(C)(C)N1C(=NN=C1)C1=CC=CC(=N1)N